N-(4-((1R,5S)-3,8-diazabicyclo[3.2.1]octan-3-yl)-2-fluorophenyl)-2-methylimidazo[1,2-a]pyrazine-6-carboxamide [C@H]12CN(C[C@H](CC1)N2)C2=CC(=C(C=C2)NC(=O)C=2N=CC=1N(C2)C=C(N1)C)F